N-(4,5-dichloro-2-fluorophenyl)-6,7,8,9-tetrahydro-5H-5,8-epiminocyclohepta[d]-pyridazine-10-carboxamide ClC1=CC(=C(C=C1Cl)NC(=O)N1C2CCC1CC=1C=NN=CC12)F